OC1=C(C(=CC(=C1)C(=O)OC1C(OC2=CC(=CC(=C2C1)O)O)C1=CC(=C(C(=C1)O)O)O)O)[O-] 2,6-dihydroxy-4-({[5,7-dihydroxy-2-(3,4,5-trihydroxyphenyl)-3,4-dihydro-2H-chromen-3-yl]oxy}carbonyl)phenolate